BrC1=CC2=C(N(C(=N2)C(F)(F)F)C2=CC=CC=C2)C=C1 5-bromo-1-phenyl-2-(trifluoromethyl)-1H-benzimidazole